2,2,6,6,8,8-HEXAMETHYLNONAN-4-ONE CC(C)(CC(CC(CC(C)(C)C)(C)C)=O)C